C(CCCCCCCCCCCCCCCCC)(=O)OC[C@@H](OC(CCCCCCCCCCCCCCCCC)=O)COP(=O)(O)OC[C@H](N)C(=O)O 1,2-dioctadecanoyl-sn-glycero-3-phosphoserine